BrC/C=C/C(=O)OC Methyl (E)-4-bromobut-2-enoate